NC1=C(C=C(C=N1)C=1C=C2N(N1)CCC21CN(C1)C(=O)NC(C)(C)C1=CC(=CC=C1)F)C#N 2'-(6-amino-5-cyanopyridin-3-yl)-N-[2-(3-fluorophenyl)propan-2-yl]-5',6'-dihydrospiro[azetidine-3,4'-pyrrolo[1,2-b]pyrazole]-1-carboxamide